NC1=NC=C(C2=C1C(=C(S2)C2=C(C=C(C=C2)NC(C(=C)C)=O)C)C2=CC(=C(C=C2)OC2=NC=CC(=N2)C)F)C=2C=NN(C2)CC#N N-(4-(4-amino-7-(1-(cyanomethyl)-1H-pyrazol-4-yl)-3-(3-fluoro-4-((4-methylpyrimidin-2-yl)oxy)phenyl)thieno[3,2-c]pyridin-2-yl)-3-methylphenyl)methacrylamide